ClC(=O)O[C@H](C(=O)OCC1=CC=CC=C1)C benzyl (2S)-2-chlorocarbonyloxypropanoate